BrCC1(COC(OC1)(C)C)COCC(COC1COC(OC1)(C)C)(COC1COC(OC1)(C)C)COC1COC(OC1)(C)C 5,5'-((2-(((5-(bromomethyl)-2,2-dimethyl-1,3-dioxan-5-yl)methoxy)methyl)-2-(((2,2-dimethyl-1,3-dioxan-5-yl)oxy)methyl)propane-1,3-diyl)bis(oxy))bis(2,2-dimethyl-1,3-dioxane)